tert-Butyl 5-(3-((5-(3-fluorophenyl)pyrimidin-2-yl)amino)benzamido)isoindoline-2-carboxylate FC=1C=C(C=CC1)C=1C=NC(=NC1)NC=1C=C(C(=O)NC=2C=C3CN(CC3=CC2)C(=O)OC(C)(C)C)C=CC1